C(C(=C)C)(=O)OCCCCCCCC octanyl methacrylate